1-Benzyl-3-methyl-1H-Indole-4-carboxylic Acid C(C1=CC=CC=C1)N1C=C(C=2C(=CC=CC12)C(=O)O)C